C(C1=CC=CC=C1)(=O)O[C@H]1C=2C(=NN(C2CCC1(F)F)CC(CC)=O)C(F)(F)F [(4S)-5,5-difluoro-1-(2-oxobutyl)-3-(trifluoromethyl)-6,7-dihydro-4H-indazol-4-yl] benzoate